C(C)(=O)C1=NC(=C(C(=N1)C(C)=O)C(C)=O)C(C)=O 2,4,5,6-tetraacetylpyrimidine